BrC1=CC=C(CN2CCC(CC2)C(=O)OC)C=C1 methyl 1-(4-bromobenzyl)piperidine-4-carboxylate